2-(1-(4-((4-(3-((2-((1S)-1-((tetrahydro-2H-pyran-2-yl)oxy)ethyl)-1H-imidazole-1-yl)methyl)isoxazol-5-yl)phenyl)ethynyl)benzyl)azetidin-3-yl)ethyl acetate C(C)(=O)OCCC1CN(C1)CC1=CC=C(C=C1)C#CC1=CC=C(C=C1)C1=CC(=NO1)CN1C(=NC=C1)[C@H](C)OC1OCCCC1